CN1N=C2C(=CC(=CC2=C1)C1=CC2=C(N=C(S2)N(C)C2CC(NCC2)(C)C)C=C1)C 6-(2,7-dimethyl-2H-indazol-5-yl)-N-(2,2-dimethylpiperidin-4-yl)-N-methyl-1,3-benzothiazol-2-amine